1-(2-hydroxyethyl)pyrazole-4-carboxylic acid ethyl ester C(C)OC(=O)C=1C=NN(C1)CCO